Cl.O=C1C(=CN(C=C1)C(C)C)C(=O)N 4-oxo-1-propan-2-ylpyridine-3-carboxamide hydrochloride